1-(3-azidopropyl)indoline N(=[N+]=[N-])CCCN1CCC2=CC=CC=C12